(S)-(R)-1-(3-(allyloxy)phenyl)-3-(3,4-dimethoxyphenyl)propyl 1-((S)-2-(4-(2-(allyloxy)ethoxy)-3,5-dimethoxyphenyl)-2-cyclohexylacetyl)piperidine-2-carboxylate C(C=C)OCCOC1=C(C=C(C=C1OC)[C@@H](C(=O)N1[C@H](CCCC1)C(=O)O[C@@H](CCC1=CC(=C(C=C1)OC)OC)C1=CC(=CC=C1)OCC=C)C1CCCCC1)OC